tert-butyl 7-(2-(5-(trifluoromethyl) isoxazol-3-yl) vinyl)-2-azaspiro[3.5]nonane-2-carboxylate FC(C1=CC(=NO1)C=CC1CCC2(CN(C2)C(=O)OC(C)(C)C)CC1)(F)F